(2S,5R)-6-(((neopentyloxy)sulfonyl)oxy)-7-oxo-1,6-diazabicyclo[3.2.1]octane-2-carboxamide C(C(C)(C)C)OS(=O)(=O)ON1[C@@H]2CC[C@H](N(C1=O)C2)C(=O)N